OC(COCCC(C(=O)OC)(C)C1=CC(=CC=C1)I)C#C Methyl 4-((2-hydroxybut-3-yn-1-yl)oxy)-2-(3-iodophenyl)-2-methylbutanoate